N(=[N+]=[N-])[C@@H]1OC2=C([C@H]1N=[N+]=[N-])C=CC=C2 trans-2,3-Diazido-2,3-dihydrobenzofuran